C(C)(C)(C)N[C@@H]([C@@H](C)C(CO)O)C(=O)O tert-butyl-4,5-dihydroxyisoleucine